C(C1=C(C(=CC(=C1C)C(C)(C)C)C)O)C1=C(C(=CC(=C1C)C(C)(C)C)C)O 2,2'-Methylenebis[4-(1,1-dimethylethyl)-3,6-dimethylphenol]